3-[4-[2-(4-amino-1-piperidyl)-2-oxo-ethoxy]-1-oxo-isoindolin-2-yl]piperidine-2,6-dione NC1CCN(CC1)C(COC1=C2CN(C(C2=CC=C1)=O)C1C(NC(CC1)=O)=O)=O